[Si](C)(C)(C(C)(C)C)OC=1C=C(C=C(C1Cl)OC)NC(=O)NCC=1C=C2CN(C(C2=CC1)=O)C1C(NC(CC1)=O)=O 1-[3-[tert-butyl(dimethyl)silyl]oxy-4-chloro-5-methoxy-phenyl]-3-[[2-(2,6-dioxo-3-piperidyl)-1-oxo-isoindolin-5-yl]methyl]urea